1-(3-((1,8-diazaspiro[4.5]decan-1-yl)methyl)-5-chlorophenyl)piperidine-4-carboxylic acid N1(CCCC12CCNCC2)CC=2C=C(C=C(C2)Cl)N2CCC(CC2)C(=O)O